COC(=O)C1=CC(=NO1)OCC1OCC1 3-(oxetan-2-ylmethoxy)isoxazole-5-carboxylic acid methyl ester